CS(C(C)C=1C=NC(=CC1)C(F)(F)F)(=O)=NC#N [methyl-(oxo){1-[6-(trifluoromethyl)-3-pyridyl]ethyl}-λ6-sulfanylidene]cyanamide